(E)-2-Fluoro-N-methyl-3-((4-methylphenyl)sulfonamido)acrylamide F\C(\C(=O)NC)=C\NS(=O)(=O)C1=CC=C(C=C1)C